COCC(CO)O 1-methoxy-2,3-propanediol